NC1C=C(C=CC1(O)O)C1=CC(=CC=C1)N 3,3'-diamino-4,4-dihydroxybiphenyl